Cl.NCCC(C(C)C)N1CC2(C1)CN(CC2)C=2N=CN=NC2OC2=C(C(=O)N(C(C)C)CC)C=C(C=C2)F (-)-2-((5-(2-(1-Amino-4-methylpent-3-yl)-2,6-diazaspiro[3.4]oct-6-yl)-1,2,4-triazin-6-yl)oxy)-N-ethyl-5-fluoro-N-isopropylbenzamide hydrochloride